(3-cyanopropyl)carbazole C(#N)CCCC1=CC=CC=2C3=CC=CC=C3NC12